1,2-epoxypentacosane C1C(CCCCCCCCCCCCCCCCCCCCCCC)O1